(5-(3-fluorobenzyl)pyridin-2-yl)-6-oxo-1,6-dihydropyridazine-3-carboxamide FC=1C=C(CC=2C=CC(=NC2)N2N=C(C=CC2=O)C(=O)N)C=CC1